C(C)(C)(C)OC(=O)N1CC(C(C1)\C=C\C1=CC=C(C=C1)C(F)(F)F)NC1=NC=CC=N1 (E)-3-(pyrimidin-2-ylamino)-4-(4-(trifluoromethyl)styryl)pyrrolidine-1-carboxylic acid tert-butyl ester